(R)-6-chloro-2,3,4,9-tetrahydro-1H-carbazolecarboxamide ClC=1C=C2C=3CCC[C@H](C3NC2=CC1)C(=O)N